2-(2-(2-butoxypropoxy)propoxy)propanol C(CCC)OC(COC(COC(CO)C)C)C